C1(CC1)C=1N=NN(C1)[C@H](C(=O)N1[C@@H](C[C@H](C1)O)C(=O)NCC(C)S(=O)(=O)N1CCN(CC1)C1=CC=CC=C1)C(C)(C)C (2S,4r)-1-[(2S)-2-(4-cyclopropyltriazol-1-yl)-3,3-dimethyl-butyryl]-4-hydroxy-N-[2-(4-phenylpiperazin-1-yl)sulfonylpropyl]pyrrolidine-2-carboxamide